N-iodo-benzylmethylamine IN(C)CC1=CC=CC=C1